CC1(CC(CCC1)C)C 5,3,5-trimethylcyclohexane